C(C)C1=NC(=CC=C1C1CC(OCC1)CC(=O)OC)C=1N=NN(C1COC(=O)OC1=CC=C(C=C1)[N+](=O)[O-])C methyl 2-(4-{2-ethyl-6-[1-methyl-5-({[(4-nitrophenoxy)carbonyl]oxy} methyl)-1H-1,2,3-triazol-4-yl]pyridin-3-yl}oxan-2-yl)acetate